Cl.N1(CCNCC1)C1(CC1)C(=O)OCC ethyl 1-piperazin-1-ylcyclopropanecarboxylate hydrochloride